1-[2-(2-chlorophenyl)-3-(4-chlorophenyl)-5-[[2-(dimethylamino)-2-oxo-ethyl]-methyl-amino]pyrazolo[1,5-a]pyrimidin-7-yl]-4-methyl-piperidine-4-carboxamide ClC1=C(C=CC=C1)C1=NN2C(N=C(C=C2N2CCC(CC2)(C(=O)N)C)N(C)CC(=O)N(C)C)=C1C1=CC=C(C=C1)Cl